C(#N)C1=C(C=C(C#N)C#N)C=CC=C1 2-(2-cyano-benzylidene)malononitrile